COC(=O)[C@H]1[C@@H](C1)CN1C(N(C(=NC1=O)SCC)CC1=CC=C(C=C1)Cl)=O.COC=1C=CC=C2CCO[C@@H](C12)[C@@H]1NCCC1 |&1:4,5| (R)-2-((S)-8-methoxyisochroman-1-yl)pyrrolidine Methyl-(±)-trans-2-((3-(4-chlorobenzyl)-4-ethylthio-2,6-dioxo-3,6-dihydro-1,3,5-triazin-1(2H)-yl)methyl)cyclopropan-1-carboxylate